(4-aminophenyl)ethanone NC1=CC=C(C=C1)C(C)=O